NC1=CC=C(C=C1)C1(CCC(CC1)C)C1=CC=C(C=C1)N 1,1-bis(4-aminophenyl)4-methylcyclohexane